FC=1C=C(CSC2=NN=C3N2C(=CC(N3)=O)CCC)C=CC1 3-[(3-fluorobenzyl)sulfanyl]-5-propyl[1,2,4]triazolo[4,3-a]pyrimidin-7(8H)-one